tetrahydrofuranAt O1C(CCC1)C(=O)[O-]